FC(C=1C=C(C=CC1)C=1C=C2C(=NC1)N(C(N2C[C@@H]2OCC2)=O)C)F |r| (R/S)-6-[3-(difluoromethyl)phenyl]-3-methyl-1-(oxetan-2-ylmethyl)imidazo[4,5-b]pyridin-2-one